N-(6-amino-1-(2,6-dimethoxyphenyl)-2-(6-ethoxypyridin-2-yl)-1H-imidazo[4,5-b]pyrazin-5-yl)methanesulfonamide tert-Butyl-4-((methylsulfonyl)oxy)piperidine-1-carboxylate C(C)(C)(C)OC(=O)N1CCC(CC1)OS(=O)(=O)C.NC1=C(N=C2C(=N1)N(C(=N2)C2=NC(=CC=C2)OCC)C2=C(C=CC=C2OC)OC)NS(=O)(=O)C